Cl.C1C(CC12CCNCC2)C#N 7-azaspiro[3.5]nonane-2-carbonitrile hydrochloride